2,5-dihydro-1,4-oxaazepin O1CC=NCC=C1